FC1=CC=C(C=C1)C1=NN2C(CN(CC2)C(C(C)C)=O)=C1C1=CC=NC=C1 1-(2-(4-fluorophenyl)-3-(pyridin-4-yl)-6,7-dihydropyrazolo[1,5-a]pyrazin-5(4H)-yl)-2-methylpropan-1-one